BrC1=C(C=C2C(=NC(=NC2=C1F)OCC12COC(C1)(C2)C)N2CC1CCC(C2)N1C(=O)OC(C)(C)C)CC tert-butyl 3-(7-bromo-6-ethyl-8-fluoro-2-((1-methyl-2-oxabicyclo[2.1.1]hexan-4-yl)methoxy)quinazolin-4-yl)-3,8-diazabicyclo[3.2.1]octane-8-carboxylate